FC(OC1=CC=C(CN2C=CC3=CC(=CC=C23)NC(C=C)=O)C=C1)(F)F N-(1-(4-(trifluoro-methoxy)-benzyl)-1H-indol-5-yl)acrylamide